t-Butylbenzoyl-Toluylsulfonamide C(C)(C)(C)N(S(=O)(=O)C1=C(C=CC=C1)C)C(C1=CC=CC=C1)=O